C1(=CC=CC=C1)C1CCN(CC1)CCCC1OC(C2=CC=CC=C12)=O 3-(3-(4-Phenylpiperidinyl)propyl)-1(3H)-isobenzofuranone